1-azido-1-(trifluoromethyl)cyclopropane N(=[N+]=[N-])C1(CC1)C(F)(F)F